N1(CCC1)C1=C2C=CNC(C2=CN=C1)=O 5-(azetidin-1-yl)-1,2-dihydro-2,7-naphthyridin-1-one